4-[3-[4-Hydroxy-2-(2-imidazol-1-ylethyl)-5-methyl-pyrazol-3-yl]-1H-1,2,4-triazol-5-yl]-1-methyl-pyrazolo[4,3-c]pyridine-6-carboxamide OC1=C(N(N=C1C)CCN1C=NC=C1)C1=NNC(=N1)C1=NC(=CC2=C1C=NN2C)C(=O)N